1-Benzyl N-(3-oxopropyl)carbamate O=CCCNC(OCC1=CC=CC=C1)=O